Bromo-4-(3-bromopropoxy)-2-methylbenzene BrC1=C(C=C(C=C1)OCCCBr)C